Methacryloxypropyl-trimethylsiloxysilane C(C(=C)C)(=O)OCCC[SiH2]O[Si](C)(C)C